O=C(NCCOCCOCCOCCOC)CCOCCNC(COCC(=O)O)=O 15,22-dioxo-2,5,8,11,18,24-hexaoxa-14,21-diazahexacosan-26-oic acid